C1(CCCC1)N(C1=CC=C(C=C1)C1C(CC2C(N1C(C1=C(C=CC=C1C)F)=O)CN(C2)C)C(=O)OC)C cis-methyl 2-[4-[cyclopentyl (methyl) amino] phenyl]-1-(2-fluoro-6-methyl-benzoyl)-6-methyl-3,4,4a,5,7,7a-hexahydro-2H-pyrrolo[3,4-b]pyridine-3-carboxylate